C(CCCCCCCC=CCCCCCCCC)(=O)[O-] 9-octadecenate